N-(3-phenylpropyl)glycine C1(=CC=CC=C1)CCCNCC(=O)O